ClC1=C(C=C(C=C1)F)C1NC(C2=C1C(=CC1=C(N(N=C21)C)CC(F)F)C2=C(C(=O)N)C=C(C=C2F)C(F)(F)F)=O (6-(2-chloro-5-fluorophenyl)-3-(2,2-difluoroethyl)-2-methyl-8-oxo-2,6,7,8-tetrahydropyrrolo[3,4-g]indazol-5-yl)-3-fluoro-5-(trifluoromethyl)benzamide